C(C)OC1=C(C2=C(C3=C(S2)C(=C(C=C3)O)F)C=C1)F 7-ethoxy-4,6-difluorodibenzothiophen-3-ol